C(C)NS(=O)(=O)C1=CC(=CC=C1)OC[C@H](CN[C@H]1COC2(C1)CCN(CC2)S(=O)(=O)C2=CC1=C(OCCN1C)N=C2)O N-ethyl-3-((S)-2-hydroxy-3-((R)-8-(1-methyl-2,3-dihydro-1H-pyrido[2,3-b][1,4]oxazin-7-ylsulfonyl)-1-oxa-8-azaspiro[4.5]decan-3-ylamino)propoxy)benzenesulfonamide